BrC1=CC=C(C=C1)[C@H](C(=O)N1CCN(CC1)C=1C2=C(N=CN1)[C@@H](C[C@H]2C)O)CNC(C)(C)C (S)-2-(4-bromophenyl)-3-(tert-butylamino)-1-(4-((5R,7R)-7-hydroxy-5-methyl-6,7-dihydro-5H-cyclopenta[d]pyrimidin-4-yl)piperazin-1-yl)propan-1-one